2'-methoxy-uridine 3'-phosphate P(=O)(O)(O)O[C@H]1[C@]([C@@H](O[C@@H]1CO)N1C(=O)NC(=O)C=C1)(O)OC